N-(4-tert-butylphenyl)pivaloyl-amide C(C)(C)(C)C1=CC=C(C=C1)[N-]C(C(C)(C)C)=O